Cl.N[C@@H]1CN(CCC1)C1=CC(=NC=C1C=1C=NN(C1)C(F)F)NC1=NC(=C(C#N)C=C1)C1=C(C=C(C=C1OC)F)F 6-((4-((S)-3-aminopiperidin-1-yl)-5-(1-(difluoromethyl)-1H-pyrazol-4-yl)pyridin-2-yl)amino)-2-(2,4-difluoro-6-methoxyphenyl)nicotinonitrile hydrochloride